ClC1=C2C(=NC(=N1)N)N(N=C2)CC2=C(C=C(C=C2F)[N+](=O)[O-])F 4-chloro-1-[(2,6-difluoro-4-nitro-phenyl)methyl]Pyrazolo[3,4-d]Pyrimidin-6-amine